NCC(NCC(N[C@H](C(NCC(NCOCCC(=O)OCC1=CC=CC=C1)=O)=O)CC1=CC=CC=C1)=O)=O Benzyl (S)-1-amino-7-benzyl-2,5,8,11-tetraoxo-14-oxa-3,6,9,12-tetraazaheptadecan-17-oate